COC1=C(C(=O)C2(CC3(N4CCCC24)C(C2=CC=CC4=CC=CC3=C24)=O)C2=CC(=C(C=C2)O)OC)C=CC(=C1)OC (2,4-dimethoxybenzoyl)-1'-(4-hydroxy-3-methoxyphenyl)-1',2',5',6',7',7a'-hexahydro-2H-spiro[acenaphthylene-1,3'-pyrrolizin]-2-one